3,5-dichloro-4-hydroxy-N-(4-oxo-3-(pyridin-4-ylmethyl)-3,4-dihydroquinazolin-5-yl)benzamide ClC=1C=C(C(=O)NC2=C3C(N(C=NC3=CC=C2)CC2=CC=NC=C2)=O)C=C(C1O)Cl